(2S)-2-(4-(methoxycarbonyl)phenyl)-4-(prop-2-yn-1-yl)piperidine-1-carboxylic acid benzyl ester C(C1=CC=CC=C1)OC(=O)N1[C@@H](CC(CC1)CC#C)C1=CC=C(C=C1)C(=O)OC